ClC1=CC2=C(N(C(N=C2N2[C@H](CN(CC2)C(=O)[O-])C)=O)C=2C(=NC=CC2C)C(C)C)N=C1Cl (S)-4-[6,7-dichloro-1-(2-isopropyl-4-methylpyridin-3-yl)-2-oxo-pyrido[2,3-d]pyrimidin-4-yl]-3-methylpiperazine-1-carboxylate